methyl 4-(2,4-dioxotetrahydropyrimidin-1(2H)-yl)-5-methylpicolinate O=C1N(CCC(N1)=O)C1=CC(=NC=C1C)C(=O)OC